aminoacetyl-pyrrolidine NCC(=O)N1CCCC1